2-methoxy-6-(4,4,5,5-tetramethyl-1,3,2-dioxaborolan-2-yl)-1,8-naphthyridine COC1=NC2=NC=C(C=C2C=C1)B1OC(C(O1)(C)C)(C)C